C(C)OC1=CC(=NC=C1C#N)C(C)N1C(C2=CC(=CC(=C2CC1)\C=C\C)CCN(C)CC)=O (E)-4-ethoxy-6-(1-(7-(2-(ethyl(methyl)amino)ethyl)-1-oxo-5-(prop-1-en-1-yl)-3,4-dihydroisoquinolin-2(1H)-yl)ethyl)nicotinonitrile